The molecule is an organic molecular entity and a member of naphthalenes. It has a role as an antifungal agent and a fungal metabolite. C1CC(=O)[C@]23[C@]([C@@H]1O)(O2)C(=O)C(=CC34OC5=CC=CC6=C5C(=CC=C6)O4)Cl